C(C)(C)C1OC2=C(NC1=O)C=C(C=C2C=2C1=C(C(N(C2)C)=O)N(C=C1)S(=O)(=O)C1=CC=C(C=C1)C)CNC(OC(C)(C)C)=O tert-Butyl [(2-isopropyl-8-{6-methyl-1-[(4-methylphenyl)sulfonyl]-7-oxo-6,7-dihydro-1H-pyrrolo[2,3-c]pyridin-4-yl}-3-oxo-3,4-dihydro-2H-1,4-benzoxazin-6-yl)methyl]carbamate